C1=CC=CC=2C3=CC=CC=C3C(C12)COC(=O)N([C@H](C(=O)O)C(C)C)C (2S)-2-[9H-fluoren-9-ylmethoxycarbonyl-(methyl)amino]-3-methyl-butanoic acid